NN1C(=C(C(C=C1)=O)OCC1=CC=CC=C1)C(=O)NCCC1=CC=CC=C1 1-amino-3-(benzyloxy)-4-oxo-N-phenethyl-1,4-dihydropyridine-2-carboxamide